2-(6-(4-(benzyloxymethyl)piperidin-1-yl)-1-oxoisoquinolin-2(1H)-yl)glutaric acid C(C1=CC=CC=C1)OCC1CCN(CC1)C=1C=C2C=CN(C(C2=CC1)=O)C(C(=O)O)CCC(=O)O